ClCC1=CC=C(C=C1)C1=CC=C(C=C1)CCl 4,4'-Bis(chloromethyl)biphenyl